N-(2-(3-(dimethylamino)propoxy)-5-(3'-methyl-2'-oxo-2',3'-dihydrospiro[cyclobutane-1,1'-pyrrolo[2,3-c]quinolin]-8'-yl)pyridin-3-yl)oxetan-3-sulfonamide CN(CCCOC1=NC=C(C=C1NS(=O)(=O)C1COC1)C1=CC=2C3=C(C=NC2C=C1)N(C(C31CCC1)=O)C)C